OCC1=C(C(=O)[O-])C=CC=C1 hydroxymethylbenzoic acid anion